4'-oxo-3-(5-((2-(trimethylsilyl)ethoxy)methyl)pyrazolo[4,3-b]pyrrolo[3,2-e]pyridin-1(5H)-yl)-2',3',4',5'-tetrahydro-[1,1'-biphenyl]-4-carboxylate O=C1CCC(=CC1)C1=CC(=C(C=C1)C(=O)[O-])N1N=CC2=NC3=C(C=C21)C=CN3COCC[Si](C)(C)C